3-methyl-3-(2-phenethyl-1,3-dioxolan-4-yl)-1-phenylbutan-1-one CC(CC(=O)C1=CC=CC=C1)(C)C1OC(OC1)CCC1=CC=CC=C1